ClC1=NC=C(C(=N1)C=1C=C2C(=NC(=NC2=CC1)C(=O)OC)C(C)C)F methyl 6-(2-chloro-5-fluoropyrimidin-4-yl)-4-isopropylquinazoline-2-carboxylate